5-{6-fluoro-1-[2-(tert-butyldiphenylsilyloxy)ethyl]benzimidazol-2-yl}pyridine-3-methanol FC=1C=CC2=C(N(C(=N2)C=2C=C(C=NC2)CO)CCO[Si](C2=CC=CC=C2)(C2=CC=CC=C2)C(C)(C)C)C1